butenyl-acrylic acid C(=CCC)C(C(=O)O)=C